C(C)C1=C(C(C2=C(N1)N=C(S2)C2=CC(=NC=C2)OC)=O)N2CCN(CC2)C(=O)OC(C)(C)C tert-butyl 4-(5-ethyl-2-(2-methoxypyridin-4-yl)-7-oxo-4,7-dihydrothiazolo[4,5-b]pyridin-6-yl)piperazine-1-carboxylate